1-(isopropylsulfonyl)piperazine ethyl-4-amino-5-((1s,4s)-4-methoxycyclohexyl)-1-methyl-1H-pyrazole-3-carboxylate C(C)OC(=O)C1=NN(C(=C1N)C1CCC(CC1)OC)C.C(C)(C)S(=O)(=O)N1CCNCC1